COC(=O)C1=CC=2N(C(=C1)OC)C(=C(N2)C2=CC=1C(=NC(=CC1)[C@@H](C)N)N2CCCC=C)C2CC2.FC2=CC=C(C=C2)CS(=O)(=O)N 1-(4-fluorophenyl)methanesulfonamide methyl-(R)-2-(6-(1-aminoethyl)-1-(pent-4-en-1-yl)-1H-pyrrolo[2,3-b]pyridin-2-yl)-3-cyclopropyl-5-methoxyimidazo[1,2-a]pyridine-7-carboxylate